(6R)-17-Amino-6-hydroxy-12-(tetrahydropyran-3-ylmethyl)-6,15-bis(trifluoromethyl)-19-oxa-3,4,12,18-tetrazatricyclo[12.3.1.12,5]nonadeca-1(18),2,4,14,16-pentaen-13-one NC1=CC(=C2C(N(CCCCC[C@@](C3=NN=C(C1=N2)O3)(C(F)(F)F)O)CC3COCCC3)=O)C(F)(F)F